FC1(CN(C1)C1=NC=C(C(=O)NC=2N=CC(=NC2)N2[C@H](CN(CC2)C(=O)OC(C)(C)C)C)C=C1)F tert-butyl (S)-4-(5-(6-(3,3-difluoroazetidin-1-yl)nicotinamido)pyrazin-2-yl)-3-methylpiperazine-1-carboxylate